C(C)C(=NO)C Methyl ethyl ketoxim